3-(2-chloro-[1,1'-biphenyl]-4-yl)-N-hydroxybenzo[c]isoxazole-5-carboxamide ClC1=C(C=CC(=C1)C1=C2C(=NO1)C=CC(=C2)C(=O)NO)C2=CC=CC=C2